2-((4-(7-(((2S,5R)-5-(azetidine-1-sulfonamido)tetrahydro-2H-pyran-2-yl)methyl)-2,7-diazaspiro[3.5]nonan-2-yl)pyrimidin-5-yl)oxy)-5-fluoro-N-isopropyl-N-(oxetan-3-yl)benzamide N1(CCC1)S(=O)(=O)N[C@@H]1CC[C@H](OC1)CN1CCC2(CN(C2)C2=NC=NC=C2OC2=C(C(=O)N(C3COC3)C(C)C)C=C(C=C2)F)CC1